2-[tert-butoxycarbonyl(methyl)amino]-3-(4-fluorophenyl)propanoic acid C(C)(C)(C)OC(=O)N(C(C(=O)O)CC1=CC=C(C=C1)F)C